C(C)(C)C1=NC2=C(N1)C=CC(=C2)C(=O)O 2-isopropyl-1H-1,3-benzodiazole-5-carboxylic acid